FC1=CC=C2C=C(C=C(C2=C1C)CC(C(=O)O)(C)C)OCOC.ClC1=NN=C(C2=CC=CC=C12)NC1C[C@@H]2[C@@H](CN(C2)C(=O)C2CCOCC2)C1 ((3aR,5s,6aS)-5-((4-Chlorophthalazin-1-yl)amino)hexahydrocyclopenta[c]pyrrol-2(1H)-yl)(tetrahydro-2H-pyran-4-yl)methanone 7-fluoro-3-(methoxymethoxy)-8-methylnaphthalene-1-yl-pivalate